OC1(CN(C1)C1=C2C(=NC=C1)N(N=C2CNC(C=C)=O)C2=CC=C(C=C2)OC(F)(F)F)CO N-[[4-[3-hydroxy-3-(hydroxymethyl)azetidin-1-yl]-1-[4-(trifluoromethoxy)phenyl]pyrazolo[3,4-b]pyridin-3-yl]methyl]prop-2-enamide